dinaphtho[2,1-b:1',2'-d]furan-3,5,11-trisulfonate C1=CC(=CC=2C(=CC=3OC4=C(C3C12)C1=CC=C(C=C1C=C4)S(=O)(=O)[O-])S(=O)(=O)[O-])S(=O)(=O)[O-]